1-(10-bromodecyl)-3,4,5-trimethoxy-2-methyl-benzene BrCCCCCCCCCCC1=C(C(=C(C(=C1)OC)OC)OC)C